1-isocyanatomethyl-3,5-diisocyanato-dimethylcyclohexane N(=C=O)CC1(C(C(CC(C1)N=C=O)N=C=O)C)C